C(C)(C)(C)OC(=O)N1[C@@H](CN(C[C@@H]1C)C1=CC=C(C=2N=C(C(=NC12)C)C)C(=O)O)C cis-8-[(3R,5S)-4-(tert-butoxycarbonyl)-3,5-dimethylpiperazin-1-yl]-2,3-dimethylquinoxaline-5-carboxylic acid